(E)-N,1-bis(4-bromo-3,5-dimethylphenyl)methanimine BrC1=C(C=C(C=C1C)/N=C/C1=CC(=C(C(=C1)C)Br)C)C